ClC1=NC=CC(=C1C)C#CC=1N=C(N(C1C)C=1C=NC(=CC1)OC)C(=O)N 4-[2-(2-chloro-3-methyl-4-pyridinyl)ethynyl]-1-(6-methoxy-3-pyridinyl)-5-methyl-imidazole-2-carboxamide